((6-CHLORO-1-FORMYL-1,2,3,4-TETRAHYDRONAPHTHALEN-1-YL)METHOXY)-3-NITROBENZOIC ACID ClC=1C=C2CCCC(C2=CC1)(C=O)COC1=C(C(=O)O)C=CC=C1[N+](=O)[O-]